(5-(1-((4-fluorobenzyl)sulfonyl)-1,2,5,6-tetrahydropyridin-4-yl)-3-hydroxy-pyridine-2-carbonyl)glycine FC1=CC=C(CS(=O)(=O)N2CC=C(CC2)C=2C=C(C(=NC2)C(=O)NCC(=O)O)O)C=C1